C(C)OC(CN1C(C=CC(=C1)NC(C1=CC(=C(C=C1)C)Br)=O)=O)=O.C(CCCCCCCCCCCCCCCCC)(=O)[O-].[Na+] Sodium stearate Ethyl-2-(5-(3-bromo-4-methylbenzamido)-2-oxopyridin-1(2H)-yl)acetate